4-(6-(N-benzoylamino)-8-butyl-2-nitro-9H-purin-9-yl)butylcarbamic acid tert-butyl ester C(C)(C)(C)OC(NCCCCN1C2=NC(=NC(=C2N=C1CCCC)NC(C1=CC=CC=C1)=O)[N+](=O)[O-])=O